ethyl 3-(dipropylphosphono)propionate C(CC)OP(=O)(OCCC)CCC(=O)OCC